5-(3-(2-amino-[1,2,4]triazolo[1,5-a]pyridin-7-yl)-2,6-difluorophenoxy)-3-fluoro-2-(4-fluorophenyl)pentan-2-ol NC1=NN2C(C=C(C=C2)C=2C(=C(OCCC(C(C)(O)C3=CC=C(C=C3)F)F)C(=CC2)F)F)=N1